5-Chloro-8-(2-(hept-2-yloxy)-2-oxoethoxy)-2-phenylquinoline-1-oxide ClC1=C2C=CC(=[N+](C2=C(C=C1)OCC(=O)OC(C)CCCCC)[O-])C1=CC=CC=C1